bis(2,4-di-t-butylphenyl)-phenyl-phenylphosphinate C(C)(C)(C)C1=C(C=CC(=C1)C(C)(C)C)C=1C(=C(C=CC1)P([O-])(=O)C1=CC=CC=C1)C1=C(C=C(C=C1)C(C)(C)C)C(C)(C)C